1-methyl-3-(1-methyl-2-(trifluoromethyl)-1H-indol-3-yl)-6-fluoroquinoxalin-2(1H)-one CN1C(C(=NC2=CC(=CC=C12)F)C1=C(N(C2=CC=CC=C12)C)C(F)(F)F)=O